COC(=O)C=1C=C(C=NC1)S(=O)(=O)N[C@H](C(=O)OC1=CC=C(OC([C@H](C)NS(=O)(=O)C=2C=C(C=NC2)C(=O)OC)=O)C=C1)C methyl 5-{[(2S)-1-(4-{[(2S)-2-[5-(methoxycarbonyl)pyridine-3-sulfonamido]propanoyl]oxy}phenoxy)-1-oxopropan-2-yl]sulfamoyl}pyridine-3-carboxylate